C1(CC2C(CC1)O2)CCC[Si](OCC)(OCC)OCC γ-(3,4-epoxyCyclohexyl)propyltriethoxysilane